CSC(C(=O)N1C(CCCC1)C=1OC(=CN1)C1=CC=CC=C1)C 2-(methylthio)-1-(2-(5-phenyloxazol-2-yl)piperidin-1-yl)propan-1-one